(R)-N-(5-(6-(1-hydroxybutyl)-4-methylpyridin-3-yl)thiazolo[4,5-e][1,2,4]triazolo[1,5-a]pyridin-2-yl)cyclopropanecarboxamide O[C@H](CCC)C1=CC(=C(C=N1)C=1C=2N(C3=C(C1)N=C(S3)NC(=O)C3CC3)N=CN2)C